1-(2-((5,6-dimethyl-6H-pyrido[4,3-b]carbazol-9-yl)oxy)ethyl)piperidin-4-ol CC1=C2C(=CC=3C=4C=C(C=CC4N(C13)C)OCCN1CCC(CC1)O)C=NC=C2